(R)-5-chloro-N-(6-(2,3-dihydroxypropoxy)pyridin-2-yl)-2-(4-fluoro-2-methylphenoxy)-4-(trifluoromethyl)benzamide ClC=1C(=CC(=C(C(=O)NC2=NC(=CC=C2)OC[C@@H](CO)O)C1)OC1=C(C=C(C=C1)F)C)C(F)(F)F